OCC(CC[C@@H]1C(NCC1)=O)=O (2S)-4-hydroxy-3-oxo-1-[(3S)-2-oxopyrrolidin-3-yl]butan